CSC1=CC=C(C=C1)C(=O)C1=CC=CC=C1 [4-(methylthio)phenyl]-phenylketone